2-(4-amino-4-(2,2-difluoroethyl)piperidin-1-yl)-5-(7-chloro-2-methylbenzo[d]thiazol-6-yl)-7H-pyrrolo[2,3-d]pyrimidine-4-carboxamide NC1(CCN(CC1)C=1N=C(C2=C(N1)NC=C2C2=C(C1=C(N=C(S1)C)C=C2)Cl)C(=O)N)CC(F)F